COCCOC1=CC(=NC2=CC=C(C=C12)C1OCC1C(=O)N)C=1C=NN(C1)C (4-(2-methoxyethoxy)-2-(1-methyl-1H-pyrazol-4-yl)quinolin-6-yl)oxetane-3-carboxamide